ClC=1C=C(C(=O)N2CC=3C(=NN4C3C(N(CC4)CC4=CC=NN4C)=O)C[C@H]2C)C=CC1Cl (3R)-2-(3,4-Dichlorobenzoyl)-3-methyl-9-[(1-methyl-1H-pyrazol-5-yl)methyl]-1,2,3,4,8,9-hexahydropyrido[4',3':3,4]pyrazolo[1,5-a]pyrazin-10(7H)-one